tert-butyl (2S,6R)-4-((S)-11-(4-fluorophenyl)-3-morpholino-6-oxo-10-(trifluoromethyl)-3,4-dihydro-2H,6H-[1,4]thiazepino[2,3,4-ij]quinazolin-8-yl)-2,6-dimethylpiperazine-1-carboxylate FC1=CC=C(C=C1)C1=C(C=C2C(=NC(N3C2=C1SC[C@H](C3)N3CCOCC3)=O)N3C[C@@H](N([C@@H](C3)C)C(=O)OC(C)(C)C)C)C(F)(F)F